3-hydroxy-2,2-dimethylpropyl (E)-3-(1-(3,5-bis(trifluoromethyl)benzyl)-1H-pyrrolo[2,3-b]pyridin-3-yl)-2-cyanoacrylate FC(C=1C=C(CN2C=C(C=3C2=NC=CC3)/C=C(/C(=O)OCC(CO)(C)C)\C#N)C=C(C1)C(F)(F)F)(F)F